(3-bromo-2-fluorophenyl)(cyclopropyl)sulfane BrC=1C(=C(C=CC1)SC1CC1)F